ClC=1C=C(C=C(C1)Cl)N1N=C(C=2CCC3=C(C12)C=C(C(=C3)OC)C=3C=NC=C(C(=O)N)C3)C(=O)N3C(C(CCC3)=O)(C)C 5-(1-(3,5-dichlorophenyl)-3-(2,2-dimethyl-3-oxopiperidine-1-carbonyl)-7-methoxy-4,5-dihydro-1H-benzo[g]indazol-8-yl)nicotinamide